N1=C(C=CC=C1)SSC(C(=O)OCCCCCCCCCCCCCCCCCC)CC(=O)OCCCCCCCCCCCCCCCCCC dioctadecyl 2-(pyridin-2-yldisulfaneyl)succinate